5-chloro-3-isopropyl-N-(3-nitrobenzyl)pyrazolo[1,5-a]Pyrimidine-7-amine ClC1=NC=2N(C(=C1)NCC1=CC(=CC=C1)[N+](=O)[O-])N=CC2C(C)C